C(C)(C)C=1C2=C(N=C(N1)NC=1N=CN(C1)C1=CC(=C(C(=C1)OC)OC)OC)SC=C2 4-isopropyl-N-(1-(3,4,5-trimethoxyphenyl)-1H-imidazol-4-yl)thieno[2,3-d]pyrimidin-2-amine